C12CN(CC(CC1)N2)C=2C1=C(N=C(N2)OCC2(CC2)CN(C)C)CN(CC1)C1=CC=CC2=CC=CC(=C12)Br 4-(4-(3,8-diazabicyclo[3.2.1]octan-3-yl)-2-((1-((dimethylamino)methyl)cyclopropyl)methoxy)-5,8-dihydropyrido[3,4-d]pyrimidin-7(6H)-yl)-5-bromonaphthalen